C[C@H]1N(C[C@@H]([C@H]([C@@H]1O)O)O)CC1CCC(CC1)C(F)(F)F (2R,3R,4R,5S)-2-methyl-1-(((1r,4R)-4-(trifluoromethyl)cyclohexyl)methyl)piperidine-3,4,5-triol